BrC1=CC(=C(CNC(=O)NC)C=C1)C 1-(4-bromo-2-methylbenzyl)-3-methylurea